The molecule is a 1,2-diacyl-sn-glycerol in which the acyl groups at positions 1 and 2 are specified as oleoyl and 4Z,7Z,10Z,13Z,16Z,19Z-docosahexaenoyl respectively. It has a role as a mouse metabolite. It derives from an oleic acid and an all-cis-docosa-4,7,10,13,16,19-hexaenoic acid. CCCCCCCC/C=C\\CCCCCCCC(=O)OC[C@H](CO)OC(=O)CC/C=C\\C/C=C\\C/C=C\\C/C=C\\C/C=C\\C/C=C\\CC